(R)-4-((1-(3-(difluoromethyl)-2-fluorophenyl)ethyl)amino)-2-methyl-6-((1-((4-Methyl-3-oxopiperazin-1-yl)methyl)cyclopropyl)methyl)pyridin FC(C=1C(=C(C=CC1)[C@@H](C)NC1=CC(=NC(=C1)CC1(CC1)CN1CC(N(CC1)C)=O)C)F)F